ClC1=C(C=C(C=C1)C=1C=NN(C1)CC(=O)OC(C)(C)C)[N+](=O)[O-] tert-Butyl 2-(4-(4-chloro-3-nitrophenyl)-1H-pyrazol-1-yl)acetate